tert-butyl 6-(5-chloro-4-(4-(4-(2,6-difluorobenzyl)-5-oxo-4,5-dihydro-1H-1,2,4-triazol-1-yl)-2-fluorophenoxy)pyridin-2-yl)-1,6-diazaspiro[3.3]heptane-1-carboxylate ClC=1C(=CC(=NC1)N1CC2(CCN2C(=O)OC(C)(C)C)C1)OC1=C(C=C(C=C1)N1N=CN(C1=O)CC1=C(C=CC=C1F)F)F